COC1=C(C=CC(=C1)C)C1=C2C(=C(N=N1)N[C@H]1CNCCC1)CCC2 (R)-4-(2-methoxy-4-methylphenyl)-N-(piperidin-3-yl)-6,7-dihydro-5H-cyclopenta[d]pyridazin-1-amine